O[C@@H]1[C@H](O[C@@H]([C@H]([C@H]1O)O)OC1=CC=C(C=C1)CCCCCCCC#C)CCP(O)(O)=O (2-((2R,3S,4S,5S,6R)-3,4,5-trihydroxy-6-(4-(non-8-yn-1-yl)phenoxy)tetrahydro-2H-pyran-2-yl)ethyl)phosphonic acid